ClC1=C(C(=O)N(C(=O)C2CC2)C=2C(=C(C(=O)OCC3=CC=CC=C3)C=CC2)F)C=CC=N1 Benzyl 3-(2-chloro-N-(cyclopropanecarbonyl) nicotinamido)-2-fluorobenzoate